C(CC)C=1C=C(C=CC1O)C1=C(C(=CC(=C1)CCC)NC([C@H](CCCCN)N)=O)O 3',5-dipropyl-3-[(S)-2,6-diamino-1-hexanoyl]Amino-2,4'-dihydroxy-1,1'-biphenyl